2-[4-[6-(4-tert-butoxycarbonyl-5-methyl-2,3-dihydroquinoxalin-1-yl)-2-methylsulfinyl-7-oxo-pyrido[2,3-d]pyrimidin-8-yl]-N-methyl-anilino]-N,N-dimethyl-ethanamine oxide C(C)(C)(C)OC(=O)N1CCN(C2=CC=CC(=C12)C)C1=CC2=C(N=C(N=C2)S(=O)C)N(C1=O)C1=CC=C(N(C)CC[N+](C)(C)[O-])C=C1